(nonanoyloxy)benzene-1-sulfonate C(CCCCCCCC)(=O)OC1=C(C=CC=C1)S(=O)(=O)[O-]